NC\C=C(\CN1C=NC2=C1C=C(C=C2C2=CC(=C(C=C2)OC)S(NC(C)C)(=O)=O)C(=O)OC)/F Methyl (Z)-1-(4-amino-2-fluorobut-2-en-1-yl)-4-(3-(N-isopropylsulfamoyl)-4-methoxyphenyl)-1H-benzo[d]imidazole-6-carboxylate